FC(C1=CC=C(C=C1)C(C)(C1=CC=C(C=C1)C(F)(F)F)C1=CC=C(C=C1)C(F)(F)F)(F)F tris[4-(trifluoromethyl)phenyl]ethane